6-methoxy-5-({6-[(1r,2s)-5'-methoxy-2'-oxo-1',2'-dihydrospiro[cyclopropan-1,3'-indol]-2-yl]-1H-indazol-3-yl}amino)-N'-(propan-2-yl)pyridine-2-carboxylic acid hydrazide COC1=C(C=CC(=N1)C(=O)NNC(C)C)NC1=NNC2=CC(=CC=C12)[C@@H]1C[C@@]12C(NC1=CC=C(C=C21)OC)=O